OC=1C=CC2=C(SC3=C2C=C(C(=C3)O)F)C1F 3,7-dihydroxy-4,8-difluorodibenzothiophene